4-(((1-(6-bromopyridin-3-yl)piperidin-4-yl)oxy)methyl)-5-cyclopropyl-3-(2,6-dichlorophenyl)isoxazole BrC1=CC=C(C=N1)N1CCC(CC1)OCC=1C(=NOC1C1CC1)C1=C(C=CC=C1Cl)Cl